(S)-2-(4-(6-((2-cyano-4-(trifluoromethyl)benzyl)oxy)pyridin-2-yl)-2,5-difluorobenzyl)-1-(4,4-dimethyltetrahydrofuran-3-yl)-1H-benzo[d]imidazole-6-carboxylic acid C(#N)C1=C(COC2=CC=CC(=N2)C2=CC(=C(CC3=NC4=C(N3[C@@H]3COCC3(C)C)C=C(C=C4)C(=O)O)C=C2F)F)C=CC(=C1)C(F)(F)F